(R)-7-(2-(3-chlorophenyl)-2-hydroxyacetyl)-2-(1-phenylcyclopropyl)-5,6,7,8-tetrahydropyrido[3,4-d]pyrimidin-4(3H)-one ClC=1C=C(C=CC1)[C@H](C(=O)N1CC=2N=C(NC(C2CC1)=O)C1(CC1)C1=CC=CC=C1)O